The molecule is a sulfonamide and a thienothiazine. It has a role as an antiglaucoma drug and an EC 4.2.1.1 (carbonic anhydrase) inhibitor. CCN[C@H]1CN(S(=O)(=O)C2=C1C=C(S2)S(=O)(=O)N)CCCOC